3-(dibutylamino)propanol C(CCC)N(CCCO)CCCC